FC1=CC=CC=2C(=COC21)C=2C=C(SC2)C(CCC(=O)O)=O 4-(4-(7-fluorobenzofuran-3-yl)thiophene-2-yl)-4-oxobutyric acid